N,N-dimethyl-ammonia CNC